(2E)-3,4-DIMETHYLHEX-2-ENOIC ACID C\C(=C/C(=O)O)\C(CC)C